(S)-3-(4-(5-bromo-2-aminobenzyl)phenoxy)tetrahydrofuran ETHYL(2,4,6-TRIMETHYLBENZOYL)PHENYLPHOSPHINATE C(C)OP(=O)(C1=CC=CC=C1)C(C1=C(C=C(C=C1C)C)C)=O.BrC=1C=CC(=C(CC2=CC=C(O[C@@H]3COCC3)C=C2)C1)N